Ethyl 1-(2-cyclopropylethyl)-1H-1,2,3-triazole-5-carboxylate C1(CC1)CCN1N=NC=C1C(=O)OCC